NC1=NC(=NC(=N1)N)S 2,4-diamino-6-mercapto-s-triazine